6-(4-Hydroxycyclohex-1-en-1-yl)-5-methyl-2,3-diphenylpyrazolo[1,5-a]pyrimidin-7(4H)-one OC1CC=C(CC1)C1=C(NC=2N(C1=O)N=C(C2C2=CC=CC=C2)C2=CC=CC=C2)C